3-amino-4-(difluoromethylene)cyclopentene-1-carboxylic acid NC1C=C(CC1=C(F)F)C(=O)O